C(C1=CC=CC=C1)(=O)OC(C)C(C(C)OC(C1=CC=CC=C1)=O)Br 3-bromo-2,4-pentanediol dibenzoate